C#C.[F] fluorine vinylene